3-(5-(((1S,2S)-2-((((1R,4S)-4-Methoxycyclohexyl)methyl)(methyl)amino)cyclopentyl)oxy)-1-oxoisoindolin-2-yl)piperidin-2,6-dion COC1CCC(CC1)CN([C@@H]1[C@H](CCC1)OC=1C=C2CN(C(C2=CC1)=O)C1C(NC(CC1)=O)=O)C